(S)-2-((R)-3-Methyl-morpholin-4-yl)-9-(5-methyl-[1,3,4]thiadiazol-2-yl-methyl)-8-trifluoromethyl-6,7,8,9-tetrahydro-pyrimido[1,2-a]-pyrimidin-4-one C[C@H]1N(CCOC1)C=1N=C2N(C(C1)=O)CC[C@H](N2CC=2SC(=NN2)C)C(F)(F)F